methyl 2-((tert-butoxycarbonyl)amino)-7-((4'-fluoro-[1,1'-biphenyl]-3-yl)oxy)-1,2,3,4-tetrahydronaphthalene-2-carboxylate C(C)(C)(C)OC(=O)NC1(CC2=CC(=CC=C2CC1)OC=1C=C(C=CC1)C1=CC=C(C=C1)F)C(=O)OC